C(C)(C)(C)C1=CC=C(C=C1)N(C(=O)[C@@H]1NC[C@@H](C1)O)C(C(=O)NC1CCCCC1)C1=NN=CN1C (2R,4R)-N-(4-tert-butylphenyl)-N-[2-(cyclohexylamino)-1-(4-methyl-1,2,4-triazol-3-yl)-2-oxo-ethyl]-4-hydroxy-pyrrolidine-2-carboxamide